O=C1CCC(N1C1=CC=CC=C1)C(=O)O 5-oxo-1-phenylpyrrolidine-2-carboxylic acid